FC=1C(=NN(C1)C(C(=O)OCC)(C)C)\C=C\[N+](=O)[O-] ethyl (E)-2-(4-fluoro-3-(2-nitrovinyl)-1H-pyrazol-1-yl)-2-methylpropanoate